1,3-Dibromo-5-(2-decyltetradecyl)-4H-thieno[3,4-c]pyrrole-4,6(5H)-dione BrC=1SC(=C2C1C(N(C2=O)CC(CCCCCCCCCCCC)CCCCCCCCCC)=O)Br